3-(4-(3-Amino-1H-indazol-5-yl)-1H-pyrrolo[2,3-d]pyridin-2-yl)pentan-3-ol NC1=NNC2=CC=C(C=C12)C1=C2C(=CC=N1)NC(=C2)C(CC)(CC)O